6-bromo-3-(4-methoxybenzyl)-1,1a,3,7B-tetrahydro-2H-cyclopropa[c][1,8]naphthyridin-2-one BrC1=CC=2C3C(C(N(C2N=C1)CC1=CC=C(C=C1)OC)=O)C3